(4R)-4-(5-bromo-1,3-benzoxazol-2-yl)-1,4,6,7-tetrahydroimidazo[4,5-c]pyridin BrC=1C=CC2=C(N=C(O2)[C@@H]2NCCC3=C2N=CN3)C1